C(CCCCCCCCC(C)C)NCCCCCCCCCC(C)C diisododecyl-amine